1-(1-Methyl-6-(piperidin-4-yl)-1H-pyrazolo[4,3-b]pyridin-3-yl)dihydropyrimidine CN1N=C(C2=NC=C(C=C21)C2CCNCC2)N2CNCC=C2